1-(5-methoxy-2,2-dimethyl-2H-chromen-6-yl)-3-(2-(4-phenoxyphenyl)-1H-benzo[d]imidazol-5-yl)urea COC1=C2C=CC(OC2=CC=C1NC(=O)NC1=CC2=C(NC(=N2)C2=CC=C(C=C2)OC2=CC=CC=C2)C=C1)(C)C